(S)-1-(2-((1-acetylpiperidin-4-yl)amino)-5-fluoropyrimidin-4-yl)piperidine-3-carboxylic acid C(C)(=O)N1CCC(CC1)NC1=NC=C(C(=N1)N1C[C@H](CCC1)C(=O)O)F